5-bromo-4-cyclopropyl-6-ethoxy-pyrimidine BrC=1C(=NC=NC1OCC)C1CC1